2-(hydroxymethyl)piperazine-1-carboxylic acid tert-butyl ester C(C)(C)(C)OC(=O)N1C(CNCC1)CO